tert-butyl 6-[4-(3-chloro-2-fluoro-4-hydroxy-anilino)pyrido[3,2-d]pyrimidin-6-yl]-1,6-diazaspiro[3.3]heptane-1-carboxylate ClC=1C(=C(NC=2C3=C(N=CN2)C=CC(=N3)N3CC2(CCN2C(=O)OC(C)(C)C)C3)C=CC1O)F